(2R,4R)-1-(benzyloxycarbonyl)-4-methoxypyrrolidine-2-carboxylic acid ethyl ester C(C)OC(=O)[C@@H]1N(C[C@@H](C1)OC)C(=O)OCC1=CC=CC=C1